FC1=C(C(=O)N2CC(CC2)NC(OCC2=CC=CC=C2)=O)C=C(C=C1)C=O benzyl (1-(2-fluoro-5-formylbenzoyl)pyrrolidin-3-yl)carbamate